5-(pyrazin-2-ylamino)-3-(4-(((4-(trifluoromethyl)phenyl)methyl)sulfonamido)phenyl)-1H-pyrazole-4-carboxamide N1=C(C=NC=C1)NC1=C(C(=NN1)C1=CC=C(C=C1)NS(=O)(=O)CC1=CC=C(C=C1)C(F)(F)F)C(=O)N